3-(4-((4-(4-((5-chloro-4-((2-(isopropylsulfonyl)phenyl)amino)pyrimidin-2-yl)amino)-5-isopropoxy-2-methylphenyl)piperidin-1-yl)methyl)-5-fluoropyridin-2-yl)piperidine-2,6-dione ClC=1C(=NC(=NC1)NC1=CC(=C(C=C1OC(C)C)C1CCN(CC1)CC1=CC(=NC=C1F)C1C(NC(CC1)=O)=O)C)NC1=C(C=CC=C1)S(=O)(=O)C(C)C